NC1(C=2OC(C=3SC(=CC3C2COC1)C=1C=NNC1)=O)C 10-amino-10-methyl-4-(1H-pyrazol-4-yl)-8,12-dioxa-5-thiatricyclo[7.4.0.02,6]Tridec-1(9),2(6),3-trien-7-one